2',3',4',5'-tetrahydro-[1,1'-biphenyl]-4-carboxamide C1(=CC=C(C=C1)C(=O)N)C=1CCCCC1